(S)-N-(7-chloro-6-(1-((3R,4R)-4-hydroxy-3-methyltetrahydrofuran-3-yl)piperidin-4-yl)isoquinolin-3-yl)-5,5-dimethyltetrahydrofuran-3-carboxamide ClC1=C(C=C2C=C(N=CC2=C1)NC(=O)[C@@H]1COC(C1)(C)C)C1CCN(CC1)[C@@]1(COC[C@@H]1O)C